COC1=CC=C(C=C1)/C=C/C(=O)N1C(OCC1([2H])[2H])=O (E)-3-(3-(4-methoxyphenyl)acryloyl)oxazolidine-2-one-4,4-d2